[2-(difluoromethyl)-4-fluoro-phenyl]hydrazine hydrochloride Cl.FC(C1=C(C=CC(=C1)F)NN)F